ethyl-4-oxotetradecahydrophenanthrene-1-carboxylate C(C)OC(=O)C1CCC(C2C3CCCCC3CCC12)=O